8-((4,6-difluoroindolin-1-yl)methyl)-2-morpholino-6-(pyrrolidine-1-carbonyl)-4H-chromen FC1=C2CCN(C2=CC(=C1)F)CC=1C=C(C=C2CC=C(OC12)N1CCOCC1)C(=O)N1CCCC1